1,4-dicyanophenyl-2,4-dicyanophenyl-propane C(#N)C1(CC=C(C=C1)C#N)C(CC)C1=C(C=C(C=C1)C#N)C#N